O=C1NC(CCC1N1C(C2=C(C1)C=C(S2)CNC(=O)NC2=CC(=C(C=C2)C)N(C)CC)=O)=O 1-((5-(2,6-dioxopiperidin-3-yl)-6-oxo-5,6-dihydro-4H-thieno[2,3-c]pyrrol-2-yl)methyl)-3-(3-(ethyl(methyl)amino)-4-methylphenyl)urea